ClC1=C(C=C(OCC(=O)N[C@H]2CC[C@@H](NC2)C(=O)NCCCCC(F)(F)F)C=C1)F (2R,5S)-5-[2-(4-chloro-3-fluorophenoxy)acetamido]-N-(5,5,5-trifluoropentyl)piperidine-2-carboxamide